methyl (1r,4R)-4-(3-chloroanilino)-2'-[(2R)-3-hydroxy-2-methylpropyl]-4'-methyl-2',3'-dihydrospiro[cyclohexane-1,1'-indene]-4-carboxylate ClC=1C=C(NC2(CCC3(C(CC4=C(C=CC=C34)C)C[C@H](CO)C)CC2)C(=O)OC)C=CC1